5-FLUORO-N-(4-(4-((3-HYDROXY-3-METHYLBUTYL)SULFONYL)BICYCLO[2.2.2]OCTAN-1-YL)PHENYL)ISOINDOLINE-2-CARBOXAMIDE FC=1C=C2CN(CC2=CC1)C(=O)NC1=CC=C(C=C1)C12CCC(CC1)(CC2)S(=O)(=O)CCC(C)(C)O